(19R)-10-chloro-3-ethyl-16-fluoro-19-methyl-20-oxa-4,5,8,9,23-pentaazapentacyclo[19.3.1.02,6.08,12.013,18]pentacosa-1(24),2(6),3,9,11,13,15,17,21(25),22-decaen-22-amine ClC1=NN2CC=3NN=C(C3C3=CN=C(C(O[C@@H](C4=CC(=CC=C4C2=C1)F)C)=C3)N)CC